C(=O)(O)CN(CCN(CC(=O)O)CC1=CC=CC(=N1)C(=O)O)CCN(CC(=O)O)CC1=CC=CC(=N1)C(=O)O 6,6'-(((((carboxymethyl)azanediyl)bis(ethane-2,1-diyl))bis((carboxymethyl)azanediyl))bis(methylene))dipicolinic acid